CC1C(C(CC=C1)C)C(C(C)(C)C)O 1-(2,6-dimethylcyclohex-3-en-1-yl)-2,2-dimethylpropan-1-ol